C(C)(=O)[O-].C(C)(=O)[O-].C(C)(=O)[O-].[Sn+4].[Co+2] cobalt tin triacetate